1-(9-Methyl-1,3,5,6,7,8-hexahydro-pyrrolo[3,4-b][1,7]naphthyridin-2-yl)-2-(1-pyridin-3-yl-azetidin-3-yl)-ethanone CC1=C2C(=NC=3CNCCC13)CN(C2)C(CC2CN(C2)C=2C=NC=CC2)=O